BrC1=CC=C(C2=CC=CC=C12)N1CC=2N=C(N=C(C2CC1)N1C[C@H]2CC[C@@H](C1)N2C(=O)OC(C)(C)C)OCC21CCCN1CCC2 (1R,5S)-tert-butyl 3-(7-(4-bromonaphthalen-1-yl)-2-((hexahydro-1H-pyrrolizin-7a-yl)methoxy)-5,6,7,8-tetrahydropyrido[3,4-d]pyrimidin-4-yl)-3,8-diazabicyclo[3.2.1]octane-8-carboxylate